(Z)-pentadecenoic acid ethyl ester C(C)OC(\C=C/CCCCCCCCCCCC)=O